[C-]#N.C(CCCCCC)[NH+]1CCC(CC1)CCCC 1-Heptyl-4-butylpiperidinium cyanide